ClC1=C(SC=C1C)S(=O)(=O)NC1=C(C(=C(C=C1)F)NC=1C2=C(N=CN1)C=CC(=N2)Cl)F 3-chloro-N-(3-((6-chloropyrido[3,2-d]pyrimidin-4-yl)amino)-2,4-difluorophenyl)-4-methylthiophene-2-sulfonamide